N-(6α-ethyl-4β-fluoro-7α-trimethylsiloxy-3α-hydroxyl-5β-cholan-24-oyl)-trifluoromethoxybenzenesulfonamide C(C)[C@H]1[C@H]([C@H]2[C@@H]3CC[C@H]([C@@H](CCC(=O)NS(=O)(=O)C4=C(C=CC=C4)OC(F)(F)F)C)[C@]3(CC[C@@H]2[C@]2(CC[C@H]([C@@H]([C@@H]12)F)O)C)C)O[Si](C)(C)C